Cl.Cl.NC1(CCN(CC1)C(CNC=1C=CC=C2C(=NN(C(C12)=O)C1C(NC(CC1)=O)=O)C)=O)C 3-(8-((2-(4-amino-4-methylpiperidin-1-yl)-2-oxoethyl)amino)-4-methyl-1-oxophthalazine-2(1H)-yl)piperidine-2,6-dione dihydrochloride